CC1(CC(C2=CC=C(C=C12)C1=CC(=CC=C1)C(F)(F)F)NC(O[C@@H]1CN2CCC1CC2)=O)C (S)-quinuclidin-3-yl (3,3-dimethyl-5-(3-(trifluoromethyl)phenyl)-2,3-dihydro-1H-inden-1-yl)carbamat